4-(3-methyl-1H-indol-5-yl)-3,6-dihydropyridine-1(2H)-carboxylic acid tert-butyl ester C(C)(C)(C)OC(=O)N1CCC(=CC1)C=1C=C2C(=CNC2=CC1)C